C1(CCCC1)[C@H]1CC2(CN(C2)C(=O)C2CC3(C2)NC(OC3)=O)CC1 |r| (rac)-(2s,4s)-2-(6-cyclopentyl-2-azaspiro[3.4]octane-2-carbonyl)-7-oxa-5-azaspiro[3.4]octan-6-one